4-METHOXY-2-PHENETHYL-ISOINDOLIN-1-ON COC1=C2CN(C(C2=CC=C1)=O)CCC1=CC=CC=C1